C(C)(C)(C)OC(N(CCCCC(=O)C1=CC=C(C=C1)F)C(C)=O)=O N-acetyl-N-[5-(4-fluorophenyl)-5-oxo-pentyl]carbamic acid tert-butyl ester